S(=O)(=O)(OCCCCCCCCCCCC)OCCCCCCCCCCCC dodecyl (lauryl) sulfate